(R)-1-(2-(1-(2-azaspiro[3.4]oct-6-yl)piperidin-4-yl)-5-fluorophenoxy)-2-methylpropan-2-ol C1NCC12C[C@@H](CC2)N2CCC(CC2)C2=C(OCC(C)(O)C)C=C(C=C2)F